isopropyl (((2-((tert-butoxycarbonyl) amino) ethyl) thio) (ethyl)phosphoryl)-L-alaninate C(C)(C)(C)OC(=O)NCCSP(=O)(CC)N[C@@H](C)C(=O)OC(C)C